C(C=C)N1C[NH+](C=C1)CC=C.FC(C=1C=C(C=C(C1)C(F)(F)F)P(C1=CC=CC=2C(C3=CC=CC(=C3OC12)P(C1=CC(=CC(=C1)C(F)(F)F)C(F)(F)F)C1=CC(=CC(=C1)C(F)(F)F)C(F)(F)F)(C)C)C1=CC(=CC(=C1)C(F)(F)F)C(F)(F)F)(F)F 4,5-bis[bis(3,5-bistrifluoromethylphenyl)phosphanyl]-9,9-dimethyl-9H-xanthene 1,3-diallyldihydroimidazolium salt